C1(=CC=CC=C1)C1(OC2=C(O1)C=CC(=C2)C(=O)[O-])C2=CC=CC=C2 2,2-diphenylbenzo[d][1,3]dioxole-5-carboxylate